N1(CCCCCC1)C=1N=C(C2=C(C=NNC2=O)N1)NC=1C=NC(=CC1)N1CCN(CC1)CC 2-(azepan-1-yl)-4-((6-(4-ethylpiperazin-1-yl)pyridin-3-yl)amino)pyrimido[4,5-d]pyridazin-5(6H)-one